C(C)C(COC(CCC1=CC(=C(C(=C1)C(C)(C)C)O)C(C)(C)C)=O)CCCC 2-ethylhexyl-3-(3',5'-di-tert-butyl-4'-hydroxyphenyl)propionate